BrC1=CC=C(CN2[C@H](CCC[C@H]2C)C)C=C1 cis-1-(4-Bromobenzyl)-2,6-dimethylpiperidine